COCC(C)NC1=NC(=NC(=N1)NC1=CC(=NC=C1)C(F)(F)F)C1=NC(=CC=C1)C(F)(F)F (2-Methoxy-1-methyl-ethyl)-6-(6-trifluoromethyl-pyridin-2-yl)-N'-(2-trifluoromethyl-pyridin-4-yl)-[1,3,5]triazine-2,4-diamine